C(\C=C\C(=O)[O-])(=O)OC(C)(CCC)C1CCC(CC1)CCCC (4-butylcyclohexyl)sec-pentyl fumarate